tert-butyl 2-(diethoxyphosphoryl)-3-(3-(4-(5-methyl-1,3,4-thiadiazol-2-yloxy)phenyl)-1,2,4-oxadiazol-5-yl)propanoate C(C)OP(=O)(OCC)C(C(=O)OC(C)(C)C)CC1=NC(=NO1)C1=CC=C(C=C1)OC=1SC(=NN1)C